CN1C(C(=CC2=C1N=C(N=C2)NC2=CC=C(C=C2)N2CCN(CC2)C)N2CCN(C1=C(C=CC=C21)[N+](=O)[O-])C(C(F)(F)F)=O)=O 8-methyl-2-[4-(4-methylpiperazin-1-yl)anilino]-6-[5-nitro-4-(2,2,2-trifluoroacetyl)-2,3-dihydroquinoxalin-1-yl]pyrido[2,3-d]pyrimidin-7-one